COC(CC1C(C2(NCC(N2)=O)CC1)CCCCC)=O.N[C@@H](CC(C)C)C(=O)NS(=O)(=O)N N'-(L-leucinyl)sulfamide methyl-(±)-2-(2-oxo-6-pentyl-1,4-diazaspiro[4.4]nonan-7-yl)acetate